N1(CCCCC1)C1CCN(CC1)C1=CC(=C(N)C=C1)I 4-([1,4'-bipiperidin]-1'-yl)-2-iodoaniline